FC(=CC[SH2+])F 3,3-difluoroallylsulfonium